3-(5,7-difluoro-4-oxo-1,4-dihydroquinolin-2-yl)-4-(ethylsulfonyl)-benzonitrile FC1=C2C(C=C(NC2=CC(=C1)F)C=1C=C(C#N)C=CC1S(=O)(=O)CC)=O